ClC1=CC=C(C=C1)N[C@H]1[C@@H](CN(CC1)C=1C2=C(N(C(C1C#N)=O)C)SC(=N2)C)C 7-[(3R,4R)-4-[(4-chlorophenyl)amino]-3-methylpiperidin-1-yl]-2,4-dimethyl-5-oxo-4H,5H-[1,3]thiazolo[5,4-b]pyridine-6-carbonitrile